2-hydroxy-2-(1H-imidazol-4-yl)acetic acid OC(C(=O)O)C=1N=CNC1